COC(=O)C=1C(C=C2N([C@@H](CC=3C=C(C(=NC23)Cl)OCCCOC)C(C)(C)C)C1C)=O (S)-6-(tert-butyl)-2-chloro-3-(3-methoxypropoxy)-8-methyl-10-oxo-6,10-dihydro-5H-pyrido[1,2-H][1,7]Naphthyridine-9-carboxylic acid methyl ester